NC1=C(C(=NN1[C@@H]1CN(CC1)C(C#CC)=O)C#CC1=CC(=CC(=C1)OC)OC)C(=O)N (S)-5-amino-1-(1-(but-2-ynoyl)pyrrolidin-3-yl)-3-((3,5-dimethoxyphenyl)ethynyl)-1H-pyrazole-4-carboxamide